ClC1=C(C=C(C(=O)OC)C=C1)N1C(NC(CC1)=O)=O methyl 4-chloro-3-(2,4-dioxo-1,3-diazinan-1-yl)benzoate